8-bromo-2-(4,4-dimethylpiperidin-1-yl)-6-fluoro-3-methylquinazolin-4(3H)-one BrC=1C=C(C=C2C(N(C(=NC12)N1CCC(CC1)(C)C)C)=O)F